OC1=CC=C(C=C1)C1=CC=C(C=C1)[N+](=O)[O-] 4-hydroxy-4'-nitrobiphenyl